5-(2-chlorobenzyl)-6,7-difluoro-3-(((2-fluoropyridin-3-yl)methyl)amino)-4H-benzo[e][1,2,4]thiadiazine 1,1-dioxide ClC1=C(CC2=C(C(=CC3=C2NC(=NS3(=O)=O)NCC=3C(=NC=CC3)F)F)F)C=CC=C1